C1(C(C(CN2CCCCC12)O)O)O octahydro-1H-quinolizine-1,2,3-triol